COC(=O)N1C2COCC1CC(C2)N2C[C@H]1C([C@H]1C2)C(N(CC)C2CC2)=O 7-{(1r,5s,6r)-6-[cyclopropyl-(ethyl)carbamoyl]-3-azabicyclo[3.1.0]hexane-3-yl}-3-oxa-9-azabicyclo[3.3.1]nonane-9-carboxylic acid methyl ester